1-(4-bromo-3-(trifluoromethyl)phenyl)-2-hydroxy-2-methylpropan-1-one BrC1=C(C=C(C=C1)C(C(C)(C)O)=O)C(F)(F)F